Cl.NCCCC(C(=O)N1CCC(CC1)(O)CN1C=NC2=CC(=CC=C2C1=O)NC(CCN(C)C)=O)CC1=CC=CC=C1 N-(3-((1-(5-amino-2-benzylpentanoyl)-4-hydroxypiperidin-4-yl)methyl)-4-oxo-3,4-dihydroquinazolin-7-yl)-3-(dimethylamino)propanamide hydrochloride